tert-Butyl 4-[(3S)-3-phenylisoxazolidine-2-carbonyl]piperidine-1-carboxylate C1(=CC=CC=C1)[C@H]1N(OCC1)C(=O)C1CCN(CC1)C(=O)OC(C)(C)C